Imino-oxadiazindion N=C1C(C(N=NO1)=O)=O